C1(=CC=CC=C1)N(C1=CC=2OC=3C=CC=C4OC=5C=C(C=CC5B(C34)C2C=C1)N(C1=CC=CC=C1)C1=CC=CC=C1)C1=CC=CC=C1 N3,N3,N11,N11-tetraphenyl-5,9-dioxa-13b-boranaphtho[3,2,1-de]anthracene-3,11-diamine